1-(5-((4-(5,6-dimethylthieno[2,3-d]pyrimidin-4-yl)-1,4-diazepan-1-yl)methyl)-1-oxoisoindolin-2-yl)dihydropyrimidine-2,4(1h,3h)-dione CC1=C(SC=2N=CN=C(C21)N2CCN(CCC2)CC=2C=C1CN(C(C1=CC2)=O)N2C(NC(CC2)=O)=O)C